N-[2-Fluoro-4-[5-[2-[[(3S,5S)-5-fluoro-3-piperidyl]amino]pyrimidin-4-yl]-2-methyl-thiazol-4-yl]oxy-3-methyl-phenyl]propane-2-sulfonamide FC1=C(C=CC(=C1C)OC=1N=C(SC1C1=NC(=NC=C1)N[C@@H]1CNC[C@H](C1)F)C)NS(=O)(=O)C(C)C